Cl[Si](CCCCC[Si](Cl)(Cl)Cl)(Cl)Cl 1,5-bis(trichlorosilyl)pentane